C(C)(=O)C1=NOC=2C=3C=NN(C3CC(C21)C)C2CC(C2)(C#N)C 3-(3-acetyl-4-methyl-4,5-dihydro-6H-isoxazolo[5,4-e]indazol-6-yl)-1-methylcyclobutane-1-carbonitrile